CC(CCCCCCCC=O)CCCC 9-methyltridecanal